7-[(tert-Butyldimethylsilanyl)oxy]-4-methyl-2H-benzopyran-2-one [Si](C)(C)(C(C)(C)C)OC1=CC2=C(C(=CC(O2)=O)C)C=C1